1-(2-Carbonyl-1,2-dihydrobenzo[cd]indol-6-yl)-5-(trifluoromethyl)-N-(6-(trifluoromethyl)pyridazine-4-yl)-1H-pyrazole-4-carboxamide C(=O)=C1NC2=CC=C(C=3C2=C1C=CC3)N3N=CC(=C3C(F)(F)F)C(=O)NC3=CN=NC(=C3)C(F)(F)F